4-[2-[4-[5-ethyl-1-[4-(trifluoromethyl)phenyl]pyrazol-3-yl]piperazin-1-yl]ethyl]morpholine C(C)C1=CC(=NN1C1=CC=C(C=C1)C(F)(F)F)N1CCN(CC1)CCN1CCOCC1